Tetradecyl nonadecanoate C(CCCCCCCCCCCCCCCCCC)(=O)OCCCCCCCCCCCCCC